CC12CCCCC2CCC1 7a-methyloctahydro-1H-inden